N-cyclopropyl-N-(6-ethoxy-2,3-difluorobenzyl)-4-fluoro-6-methoxybenzene-1,3-diamine C1(CC1)N(C1=CC(=C(C=C1OC)F)N)CC1=C(C(=CC=C1OCC)F)F